Tert-Butyl 6-(hydroxymethyl)-2-(tetrahydropyran-2-yloxymethyl)indole-1-carboxylate OCC1=CC=C2C=C(N(C2=C1)C(=O)OC(C)(C)C)COC1OCCCC1